NC(C)(C)C=1C=NC2=C(C=C(C=C2C1)C1=NC(=NC=C1Cl)N[C@H]1[C@@H](COCC1)O)F (3S,4R)-4-((4-(3-(2-aminopropan-2-yl)-8-fluoroquinolin-6-yl)-5-chloropyrimidin-2-yl)amino)tetrahydro-2H-pyran-3-ol